Cl.ClC=1C=CC(=C(C1)C1=NC=NN2C1=CC(=C2)CN2C(C1C(C1C2=O)(C)C)=O)N2C[C@H](CCC2)NC 3-((4-(5-chloro-2-((S)-3-(methylamino)piperidin-1-yl)phenyl)pyrrolo[2,1-f][1,2,4]triazin-6-yl)methyl)-6,6-dimethyl-3-azabicyclo[3.1.0]hexane-2,4-dione hydrochloride